OCCCN(CCCS(=O)(=O)[O-])C 3-[(2-hydroxyethyl)dimethylamino]propane-1-sulfonate